OC(C)(C)C1C(CCCC1)CC(=O)O 2-(1-hydroxy-1-methylethyl)cyclohexylacetic acid